BrC=1C(=C2C=NN(C2=CC1C(F)(F)F)C)[N+](=O)[O-] 5-bromo-1-methyl-4-nitro-6-(trifluoromethyl)-1H-indazole